COC1=NC=CC(=C1B1OC(C(O1)(C)C)(C)C)C 2-Methoxy-4-methyl-3-(4,4,5,5-tetramethyl-1,3,2-dioxaborolan-2-yl)pyridine